4-(6,7-dimethoxyquinazolin-4-ylamino)phenethylphosphonic acid COC=1C=C2C(=NC=NC2=CC1OC)NC1=CC=C(CCP(O)(O)=O)C=C1